C1CCC2=NC3=C(C(=C21)NC(=O)N=[S@@](=O)(N)C2=NN(C=C2)C(C)C)CCC3 (S)-N'-((1,2,3,5,6,7-hexahydrodicyclopenta[b,e]pyridin-8-yl)carbamoyl)-1-isopropyl-1H-pyrazole-3-sulfonimidamide